2-((cis)-4-(3-(2,6-bis(benzyloxy)pyridin-3-yl)-1-methyl-1H-indazol-6-yl)cyclohexyl)acetic acid C(C1=CC=CC=C1)OC1=NC(=CC=C1C1=NN(C2=CC(=CC=C12)[C@H]1CC[C@H](CC1)CC(=O)O)C)OCC1=CC=CC=C1